FC(C(=O)OC)(S(=O)(=O)F)F 1,1-difluoro-2-methoxy-2-oxoethane-1-sulfonyl fluoride